ClC=1C=C(NC2=NC=NC3=CC(=C(C=C23)NC(\C=C\CN(C)C)=O)O[C@@H]2COCC2)C=CC1F |r| rac-(E)-N-[4-(3-chloro-4-fluoro-anilino)-7-[rac-(3S)-tetrahydrofuran-3-yl]oxy-quinazolin-6-yl]-4-(dimethylamino)but-2-enamide